(R)-N-(6-(3-(2-Ethoxyphenoxy)piperidin-1-yl)pyrazin-2-yl)pyrimidin-2-amin C(C)OC1=C(O[C@H]2CN(CCC2)C2=CN=CC(=N2)NC2=NC=CC=N2)C=CC=C1